FC1=C(C(=C(C=C1N1N=C(C=2C1=CN=C(C2)N2CCC(CC2)OC)C)C(F)(F)F)F)O 2,6-Difluoro-3-(5-(4-methoxypiperidin-1-yl)-3-methyl-1H-pyrazolo[3,4-c]pyridine-1-yl)-5-(trifluoromethyl)phenol